FC1CN(CCC1NC1=CC=CC2=C1SC(=C2CC(F)(F)F)C#CCNC=2C(=CC1=C(CNS1(=O)=O)C2)OC)C 5-((3-(7-(((Z)-3-fluoro-1-methylpiperidin-4-yl)amino)-3-(2,2,2-trifluoroethyl)benzo[b]thiophen-2-yl)prop-2-yn-1-yl)amino)-6-methoxy-2,3-dihydrobenzo[d]isothiazole 1,1-dioxide